pyridinium (2SR,5RS)-N',N'-dimethyl-7-oxo-6-(sulfooxy)-1,6-diazabicyclo[3.2.1]octane-2-carbohydrazide CN(NC(=O)[C@H]1N2C(N([C@H](CC1)C2)OS(=O)(=O)O)=O)C.[NH+]2=CC=CC=C2 |r|